O=C1N(C(C=C1)=O)CCCCCCC(CCC[C@H](N)C(=O)O)N 6-[6-(2,5-dioxo-2,5-dihydro-1H-pyrrol-1-yl)hexanyl]-L-lysine